2-[(3-cyano-2,2-dimethyl-propanoyl)amino]-4-[cyclopropyl-[4-(5,6,7,8-tetrahydro-1,8-naphthyridin-2-yl)butyl]amino]butanoic acid C(#N)CC(C(=O)NC(C(=O)O)CCN(CCCCC1=NC=2NCCCC2C=C1)C1CC1)(C)C